OC1=CC=C(C=C1)C1=CC(=NN1)NC=1C=C2C(=CC(NC2=CC1)=O)C 6-((5-(4-hydroxyphenyl)-1H-pyrazol-3-yl)amino)-4-methylquinolin-2(1H)-one